FC1=CC=C2[C@@H](N3C(C2=C1)=CN=C3)[C@@H]3CCC=1C=CN=CC1[C@H]3O (7S,8S)-7-((S)-8-Fluoro-5H-imidazo[5,1-a]isoindol-5-yl)-5,6,7,8-tetrahydroisochinolin-8-ol